C(#N)C1=CC=C(CN2CC(N(C3(CN(C3)C(=O)OC(C)(C)C)C2=O)CC2=CC=C(C=C2)C(F)(F)F)=O)C=C1 tert-butyl 8-(4-cyanobenzyl)-6,9-dioxo-5-(4-(trifluoromethyl) benzyl)-2,5,8-triazaspiro[3.5]nonane-2-carboxylate